5-((4-fluoro-1-methyl-1H-pyrazol-5-yl)methoxy)-N-(3-(hydroxymethyl)-2-oxopyrrolidin-3-yl)-2-methylbenzofuran-3-carboxamide FC=1C=NN(C1COC=1C=CC2=C(C(=C(O2)C)C(=O)NC2(C(NCC2)=O)CO)C1)C